CC1=NC(=CC=C1C=1C=C(C=CC1)C1=NC(=NC(=C1)C1=CC(=CC=C1)C1=NC(=C(N=C1C1=CC=CC=C1)C1=CC=CC=C1)C1=CC=CC=C1)C1=CC=CC=C1)C 4-(3-(2,6-dimethylpyridin-3-yl)phenyl)-2-phenyl-6-(3-(3,5,6-triphenylpyrazin-2-yl)phenyl)pyrimidine